NC(C(=O)O)CC1CC(NC2=CC=CC=C12)=O 2-amino-3-(2-oxo-3,4-dihydro-1H-quinolin-4-yl)propanoic acid